4-Bromothiazol-2-carboxylic acid BrC=1N=C(SC1)C(=O)O